4-((2-fluorobenzyl)amino)-2-((1-methyl-1H-pyrazol-4-yl)amino)pyrimidin-5-carboxamide FC1=C(CNC2=NC(=NC=C2C(=O)N)NC=2C=NN(C2)C)C=CC=C1